CC1=C2C=3C=CC=CC3C=CC2=CC=C1C 5,6-Dimethylphenanthrene